C(=O)C=1C=C(C(=O)O)C=CC1O 3-formyl-4-hydroxybenzoic acid